2-(1H-pyrrolo[2,3-b]pyridin-5-yl-oxy)-4-(4-((2-(3-fluorobicyclo[1.1.1]pentan-1-yl)-4,4-dimethylcyclohex-1-en-yl)methyl)piperazin-1-yl)benzoic acid N1C=CC=2C1=NC=C(C2)OC2=C(C(=O)O)C=CC(=C2)N2CCN(CC2)CC2=C(CC(CC2)(C)C)C21CC(C2)(C1)F